C(#C)C=1C(=CC=C2C=C(C=C(C12)C1=C(C=C2C(=NC(=NC2=C1F)OC[C@]12CCCN2C[C@@H](C1)F)N1C[C@@](CCC1)(O)C)F)O)F (3R)-1-(7-(8-ethynyl-7-fluoro-3-hydroxynaphthalen-1-yl)-6,8-difluoro-2-(((2R,7aS)-2-fluorotetrahydro-1H-pyrrolizin-7a(5H)-yl)methoxy)quinazolin-4-yl)-3-methylpiperidin-3-ol